6-(5-chloro-2-pyridinyl)-pyrrolo[3,4-b]Pyrazine-5,7-dione ClC=1C=CC(=NC1)N1C(C2=NC=CN=C2C1=O)=O